4-methylphenylsulfonyloxy (tosylate) S(=O)(=O)(OOS(=O)(=O)C1=CC=C(C=C1)C)C1=CC=C(C)C=C1